23-(oxetan-3-yl)tricosanoic acid O1CC(C1)CCCCCCCCCCCCCCCCCCCCCCC(=O)O